C1(=CC=CC=C1)C(C1=CC=CC=C1)(Cl)Cl diphenylmethylidene dichloride